ClC1=CC(=NC=C1)C(=O)NC1(CCC1)C1=CC=C(C=C1)NC(=O)C1=CC(=CC=C1)Cl 4-chloro-N-(1-{4-[(3-chlorobenzene-1-carbonyl)amino]phenyl}cyclobutyl)pyridine-2-carboxamide